C(C)(C)(C)OC(=O)N1CC(CC1)CC#CCO 3-(4-hydroxybut-2-yn-1-yl)pyrrolidine-1-carboxylic acid tert-butyl ester